{3-[(tert-butyldimethylsilyl)oxy]bicyclo[1.1.1]pentan-1-yl}methyl methanesulfonate CS(=O)(=O)OCC12CC(C1)(C2)O[Si](C)(C)C(C)(C)C